CC1(C(OC(C(C1)=C)=O)=O)C 3,3-dimethyl-5-methylene-tetrahydropyran-2,6-dione